C(=CCCCCCC)CCCC octenyl-butane